tert-butyl-dimethyl-[(1R)-1-(3-methylsulfanyl-phenyl)ethoxy]Silane tert-butyl-(R)-4-(4-(5-(tert-butoxy)-2-cyano-5-oxopentan-2-yl)phenyl)-3,6-dihydropyridine-1(2H)-carboxylate C(C)(C)(C)OC(=O)N1CCC(=CC1)C1=CC=C(C=C1)[C@@](C)(CCC(=O)OC(C)(C)C)C#N.C(C)(C)(C)[Si](O[C@H](C)C1=CC(=CC=C1)SC)(C)C